BrC1=CC=C(C=N1)N1CC(CC1)OC1=NC=CC=C1C 6-bromo-3-(3-(3-methylpyridin-2-yloxy)pyrrolidin-1-yl)pyridin